1-(3-fluorophenyl)-3,5-dimethyl-2-oxo-2,3-dihydro-1H-imidazole-4-carboxamide FC=1C=C(C=CC1)N1C(N(C(=C1C)C(=O)N)C)=O